CC1=NN(N=C1C)C1=CC=C(CNC(=O)[C@@H]2N([C@@H](CN(C2)[C@H](CCOC)C2=NC=CC(=C2F)C)C)C(C(C)C)=O)C=C1 (2R,6R)-N-(4-(4,5-dimethyl-2H-1,2,3-triazol-2-yl)benzyl)-4-((R)-1-(3-fluoro-4-methylpyridin-2-yl)-3-methoxypropyl)-1-isobutyryl-6-methylpiperazine-2-carboxamide